2-bromo-3-cyanobenzamide BrC1=C(C(=O)N)C=CC=C1C#N